homocystin C(C[C@@H](C(=O)O)N)SSCC[C@@H](C(=O)O)N